ethyl (2-cyano-2-(2-(4-((3-isopropyl-tosyl-1H-indol-5-yl)methyl)-3,5-dimethylphenyl)hydrazineylidene)acetyl)carbamate C(#N)C(C(=O)NC(OCC)=O)=NNC1=CC(=C(C(=C1)C)CC=1C=C2C=CN(C2=CC1)S(=O)(=O)C1=CC(=C(C)C=C1)C(C)C)C